11-Heptacosene CCCCCCCCCCC=CCCCCCCCCCCCCCCC